1,4,5,8-naphthalenetetracarboxylic acid tetrachloride C1(=CC=C(C=2C(=CC=C(C12)C(=O)Cl)C(=O)Cl)C(=O)Cl)C(=O)Cl